C[C@@]1(NC(NC1=O)=O)CNC(=O)C=1C(=CC=CC1)C1=CC=C(C=C1)C(F)(F)F |r| rac-N-[(4-methyl-2,5-dioxoimidazolidin-4-yl)methyl]-4'-(trifluoromethyl)[biphenyl]-2-carboxamide